4-methylphenylsulfonyloxyimino-alpha-(4-methoxyphenyl)acetonitrile CC1=CC=C(C=C1)S(=O)(=O)ON=C(C#N)C1=CC=C(C=C1)OC